N-[(6-chloro-2,3-dihydro-1,4-benzodioxin-7-yl)methyl]hydroxylamine ClC1=CC2=C(OCCO2)C=C1CNO